CC1=C(C(=CC(=C1)C)C)S(=O)(=O)[O-].N[N+]1=C(C(=CC=C1)OC)CC#N 1-amino-2-(cyanomethyl)-3-methoxypyridin-1-ium 2,4,6-trimethylbenzenesulfonate